O(C1=CC=CC=C1)P(=O)(OC1=CC=CC=C1)Cl diphenoxyhypophosphorous chloride